FC1(COC1)CNC1=NN2C(C=N1)=C(C=C2)C=2C=C1N=CC=NC1=CC2 N-((3-fluorooxetan-3-yl)methyl)-5-(quinoxalin-6-yl)pyrrolo[2,1-f][1,2,4]triazin-2-amine